ClC1=CC(=CNN1OCC)NC1=C(C(=CC=C1)C1=NC=C(C=N1)C)OC 6-Chloro-N-ethoxy-4-((2-methoxy-3-(5-methylpyrimidin-2-yl)phenyl)amino)pyridazine